OC1=CC=C(C=C1)N(C(=O)C1=C(N(C(=C1)C1=CC2=C(OCO2)C=C1C(=O)N1CC2=CC=CC=C2C[C@H]1C)C)C)C=1C=NC(=NC1)OC N-(4-Hydroxyphenyl)-N-(2-methoxypyrimidin-5-yl)-1,2-dimethyl-5-(6-{[(3R)-3-methyl-3,4-dihydroisoquinolin-2(1H)-yl]carbonyl}-1,3-benzodioxol-5-yl)-1H-pyrrole-3-carboxamide